COC1=CC2=C(N(C(OC2=O)=O)C)C=C1 6-methoxy-1-methyl-2H-benzo[d][1,3]oxazine-2,4(1H)-dione